2,6-Dimethoxy-3-(5-methyl-tetrazol-1-yl)-pyrazine COC1=NC(=CN=C1N1N=NN=C1C)OC